lithium iron manganese phosphate monohydrate O.P(=O)([O-])([O-])[O-].[Mn+2].[Fe+2].[Li+]